N1(N=CC=C1)CCCNC(=O)C1=NOC(=C1)C1=CC=CC=C1 N-(3-(1H-pyrazol-1-yl)propyl)-5-phenylisoxazole-3-carboxamide